C1(CC1)NC(=S)C(C(=O)N)(C1=NC=CC(=C1)C(F)(F)F)C1=CC(=CC=C1)F (cyclopropylaminothiocarbonyl)-2-(3-fluorophenyl)-2-(4-(trifluoromethyl)pyridin-2-yl)acetamide